O=C1NCCC2=C1SC1=C2CCCC1 1-oxo-3,4,5,6,7,8-hexahydrobenzo[4,5]thieno[2,3-c]pyridin